ClC1=CC=C2C(=N1)N(C(=N2)C=2C(=NC=CC2)NC=O)C2=CC=C(CNC(OC(C)(C)C)=O)C=C2 tert-butyl (4-(5-chloro-2-(2-formamidopyridin-3-yl)-3H-imidazo[4,5-b]pyridin-3-yl)benzyl)carbamate